tert-butyl N-{5-[(dimethylcarbamoyl)difluoromethoxy]-1,3-benzothiazol-2-yl}carbamate CN(C(=O)C(OC=1C=CC2=C(N=C(S2)NC(OC(C)(C)C)=O)C1)(F)F)C